[F-].C(CCCCCCCCC)[N+]1=CC=C(C=C1)CC 1-decyl-4-ethylpyridinium fluoride